N-(2-hydroxyethyl)-N-(3-cetyl-oxy-2-hydroxypropyl)amide OCC[N-]CC(COCCCCCCCCCCCCCCCC)O